FC(C=1C=C(C=C(C1)C(F)(F)F)NC(NC1=CC=C(C=C1)C1=NC2=CC=CN=C2C(=C1)C(=O)NC(C)C)=O)(F)F 2-(4-(3-(3,5-Bis(trifluoromethyl)phenyl)ureido)phenyl)-N-isopropyl-1,5-naphthyridine-4-carboxamide